3-(4-(5-(2,4,5-Trifluoro-3-hydroxyphenyl)-1,2,4-oxadiazole-3-carbonyl)piperazin-2-yl)benzonitrile FC1=C(C=C(C(=C1O)F)F)C1=NC(=NO1)C(=O)N1CC(NCC1)C=1C=C(C#N)C=CC1